CC1(C=CCC1)CC(=O)OCCC n-propyl (1-methyl-2-cyclopentenyl)acetate